Ethyl [6-(2-cyclopentyloxy-pyridin-3-yl)-naphthalen-2-yloxy]-acetate C1(CCCC1)OC1=NC=CC=C1C=1C=C2C=CC(=CC2=CC1)OCC(=O)OCC